1-(tetrahydro-2H-pyran-2-yl)-5-(trifluoromethyl)-1H-pyrazole O1C(CCCC1)N1N=CC=C1C(F)(F)F